(4,4-difluoro-1-hydroxycyclohexyl)methylamine FC1(CCC(CC1)(O)CN)F